1H-imidazo[4,5-b]pyridine-2-carboxylic acid N1C(=NC2=NC=CC=C21)C(=O)O